Benzyl (3R,5S)-3-{[(tert-butoxy)carbonyl]amino}-5-methylpiperidine-1-carboxylate C(C)(C)(C)OC(=O)N[C@H]1CN(C[C@H](C1)C)C(=O)OCC1=CC=CC=C1